C(C)(C)(C)OC(=O)N1C[C@H](CC1)[C@@H](C(=O)OC(C)(C)C)CC1=CC=C(C=C1)CC=C.C(CCCCCC)C1C(CCCC1)(CCCCCCC)CCCCCCC tris(n-heptyl)cyclohexane tert-butyl-(3R)-3-[(2S)-1-(tert-butoxy)-1-oxo-3-[4-(prop-2-en-1-yl)phenyl]prop-2-yl]pyrrolidine-1-carboxylate